NC=1C=2N(C(=C(N1)C1=CC=C(C=C1)F)C=1C=CC=3N(C1)C(=CN3)C)C=C(N2)C(=O)NC23CC(C2)(C3)CN(CC(F)(F)F)C 8-amino-6-(4-fluorophenyl)-N-(3-{[methyl(2,2,2-trifluoroethyl)amino]methyl}bicyclo[1.1.1]pentan-1-yl)-5-{3-methylimidazo[1,2-a]pyridin-6-yl}imidazo[1,2-a]pyrazine-2-carboxamide